2-((1-methyl-1H-pyrazol-3-yl)oxy)-1-(2-(5-(trifluoromethyl)-1,2,4-oxadiazol-3-yl)-6,7-dihydrothieno[3,2-c]pyridin-5(4H)-yl)ethan-1-one CN1N=C(C=C1)OCC(=O)N1CC2=C(CC1)SC(=C2)C2=NOC(=N2)C(F)(F)F